C(OCC(=O)O)C(=O)O 2-oxa-1,3-propanedicarboxylic acid